4-(Bicyclo[1.1.1]pent-1-yl-sulfamoyl)-N-(3-chloro-4,5-difluorophenyl)-1-methyl-1H-pyrrole-2-carboxamide C12(CC(C1)C2)NS(=O)(=O)C=2C=C(N(C2)C)C(=O)NC2=CC(=C(C(=C2)F)F)Cl